[Br-].C(C)OC(C[P+](C1=CC=CC=C1)(C1=CC=CC=C1)C1=CC=CC=C1)=O (2-ethoxy-2-oxoethyl)triphenylphosphonium bromide